ClC1=CC=C2C=C(N=CC2=C1)C(=O)N[C@H]1CC[C@@H](N(C1)C(=O)OC(C)(C)C)C=1OC(=NN1)OCCOC(F)(F)F tert-butyl (2R,5S)-5-(7-chloroisoquinoline-3-amido)-2-{5-[2-(trifluoromethoxy)ethoxy]-1,3,4-oxadiazol-2-yl}piperidine-1-carboxylate